CC1=C(C(=CC=C1)C)NC1=NN(C2=NC(=NC=C21)NC2=CC=C1CCN(CC1=C2)C(CCCCCCCCCCCNC2=C1CN(CC1=CC=C2)C2C(NC(CC2)=O)=O)=O)C 4-((12-(7-((3-((2,6-dimethylphenyl)amino)-1-methyl-1H-pyrazolo[3,4-d]pyrimidin-6-yl)Amino)-3,4-dihydroisoquinolin-2(1H)-yl)-12-oxododecyl)amino)-2-(2,6-dioxopiperidin-3-yl)isoindolin